(2S)-2-methyl-3-tetrahydropyran-2-yloxy-propionic acid methyl ester COC([C@H](COC1OCCCC1)C)=O